C(C)(C)(C)OC(N[C@@H]1[C@@H](CC1)O)=O |r| rac-tert-butyl((1S,2R)-2-hydroxycyclobutyl)carbamate